(R)-1-(4-fluorophenyl)-6-((4-(trifluoromethyl)phenyl)sulfonyl)4,4a,5,6,7,8-hexahydro-1H-pyrazolo[3,4-g]isoquinoline-4a-carbaldehyde FC1=CC=C(C=C1)N1N=CC2=C1C=C1CCN(C[C@]1(C2)C=O)S(=O)(=O)C2=CC=C(C=C2)C(F)(F)F